tert-butyl (2R,5S)-5-(2-bromo-6-chloropyridin-4-yl)-2-methylpiperazine-1-carboxylate BrC1=NC(=CC(=C1)[C@@H]1NC[C@H](N(C1)C(=O)OC(C)(C)C)C)Cl